(S)-N-([1,1'-biphenyl]-4-ylmethyl)-2-(3-aminopyrrolidin-1-yl)-9-isopropyl-9H-purine-6-amine C1(=CC=C(C=C1)CNC1=C2N=CN(C2=NC(=N1)N1C[C@H](CC1)N)C(C)C)C1=CC=CC=C1